N-(4-(2,5-difluorophenyl)-2-(tetrahydro-2H-pyran-4-yl)-6-(trifluoromethyl)pyridin-3-yl)-2-isopropylpyrimidine-5-carboxamide FC1=C(C=C(C=C1)F)C1=C(C(=NC(=C1)C(F)(F)F)C1CCOCC1)NC(=O)C=1C=NC(=NC1)C(C)C